4-(1-(dicyclopropylmethyl)-3-iodo-1H-pyrrolo[2,3-b]pyridin-5-yl)-3,5-dimethylisoxazole C1(CC1)C(N1C=C(C=2C1=NC=C(C2)C=2C(=NOC2C)C)I)C2CC2